N-Phenyltrifluoro-acetimidate C1(=CC=CC=C1)N=C(C(F)(F)F)[O-]